4-((4-(2-(4-(3-Aminopropoxy)phenyl)propan-2-yl)phenoxy)methyl)pyrimidine-2-carboxamide NCCCOC1=CC=C(C=C1)C(C)(C)C1=CC=C(OCC2=NC(=NC=C2)C(=O)N)C=C1